C(C)C1=C(C=CC(=C1)N1C[C@H](N(CC1)CCO)C)NC1=NC=C(C(=N1)C1=CC=2S(CCO[C@@H](C2S1)C)(=O)=O)C(F)(F)F (R)-7-(2-((2-ethyl-4-((R)-4-(2-hydroxyethyl)-3-methylpiperazin-1-yl)phenyl)amino)-5-(trifluoromethyl)pyrimidin-4-yl)-5-methyl-2,3-dihydro-5H-thieno[3,2-e][1,4]oxathiepine 1,1-dioxide